C(CCCCC)C1CC=2N(C3=C(C=CC=C3C2CC1)C(=O)O)CC=1C=NC=CC1 2-hexyl-9-[(pyridin-3-yl)methyl]-2,3,4,9-tetrahydro-1H-carbazole-8-carboxylic acid